ClC1=C(C=C(C=C1N1CCN(CC1)CCOC)C#N)NC1=NC=2N(C(=N1)N[C@@H]1[C@H](C1)C)N=CC2C#N 2-({2-chloro-5-cyano-3-[4-(2-methoxyethyl)piperazin-1-yl]phenyl}amino)-4-{[(1S,2S)-2-methylcyclopropyl]amino}pyrazolo[1,5-a][1,3,5]triazine-8-carbonitrile